BrC=1CCN(N1)C1=NC=CC=C1Cl 5-bromo-2-(3-chloropyridine-2-yl)-3,4-dihydro-2H-pyrazole